tert-Butyl 5-methoxy-4-{[(5R)-5-[4-(methoxycarbonyl)-2-(methylamino)phenyl]-6-azaspiro[2.5]octan-6-yl]methyl}-7-methylindole-1-carboxylate COC=1C(=C2C=CN(C2=C(C1)C)C(=O)OC(C)(C)C)CN1[C@H](CC2(CC2)CC1)C1=C(C=C(C=C1)C(=O)OC)NC